FC(C=1C=C(C=C(C1)F)N1N=CC(=C1)CO)F (1-(3-(difluoromethyl)-5-fluorophenyl)-1H-pyrazol-4-yl)methanol